C(C1=CC=CC=C1)N(CCC1=NC(=C(C(=C1)C(C)(C)O)F)C1=CC=C(C=C1)F)CC1=CC=CC=C1 2-(dibenzylamino)-1-[5-fluoro-6-(4-fluorophenyl)-4-(2-hydroxypropan-2-yl)pyridin-2-yl]Ethane